Mono-butyltin tris-(2-ethyl hexanoate) C(C)C(C(=O)[O-])CCCC.C(C)C(C(=O)[O-])CCCC.C(C)C(C(=O)[O-])CCCC.C(CCC)[Sn+3]